CS(=O)(=O)NCCNCC1=NC2=C(C=CC=C2C=C1)NS(=O)(=O)C1=CC=C(C=C1)C(F)(F)F N-(2-(((2-(Methylsulfonamido)ethyl)amino)methyl)quinolin-8-yl)-4-(trifluoromethyl)benzenesulfonamide